BrC1=CC2=C(N(C(OC2=O)=O)C(C2=CC(=CC=C2)C)=O)C=C1 6-bromo-1-(3-methylbenzoyl)-2H-benzo[d][1,3]Oxazine-2,4(1H)-dione